F[C@@H](C(C)(O)C)CNC1CCC(CC1)C=1SC2=C(N1)C(=C(N2)C=2C=C(C=1N(C2)N=CN1)OC)C(C)C (R)-3-fluoro-4-((4-(6-isopropyl-5-(8-methoxy-[1,2,4]triazolo[1,5-a]pyridin-6-yl)-4H-pyrrolo[3,2-d]thiazol-2-yl)cyclohexyl)amino)-2-methylbutan-2-ol